C(C)(C)(C)OC(=O)N1C(C2=CC=CC=C2CC1)N1CCC(CC1)C1=CC=C(C=C1)N [4-(4-aminophenyl)-1-piperidinyl]-3,4-dihydro-1H-isoquinoline-2-carboxylic acid tert-butyl ester